((5-(4-(6-(1H-benzo[d]imidazol-2-yl)pyridinyloxy)piperazine-1-carbonyl)-2-methylphenyl)amino)naphthalene-1,4-dione N1C(=NC2=C1C=CC=C2)C2=CC=CC(=N2)ON2CCN(CC2)C(=O)C=2C=CC(=C(C2)NC=2C(C1=CC=CC=C1C(C2)=O)=O)C